tert-Butyl 5-nitro-1H-indazole-1-carboxylate [N+](=O)([O-])C=1C=C2C=NN(C2=CC1)C(=O)OC(C)(C)C